1-[4-(2-tert-butoxyethoxy)butoxy]heptane carbon manganese-silicon [Si].[Mn].[C].C(C)(C)(C)OCCOCCCCOCCCCCCC